CC(CC)C1=CC(=C(C(=C1NC(=O)NS(=O)(=O)C1=C(N=C(S1)C(C)(C)O)CO[Si](C)(C)C(C)(C)C)C(C)C)F)C#N 1-[6-(butan-2-yl)-4-cyano-3-fluoro-2-(propan-2-yl)phenyl]-3-(4-[[(tert-butyldimethylsilyl)oxy]methyl]-2-(2-hydroxypropan-2-yl)-1,3-thiazole-5-sulfonyl)urea